1,3-dimethylpiperidin-2-one CN1C(C(CCC1)C)=O